4,4'-sulfonyl-bisphenol S(=O)(=O)(C1=CC=C(C=C1)O)C1=CC=C(C=C1)O